NC=1C2=C(N=CN1)N(C=C2C(=O)NC2=CC=C(C=C2)COC)C2(CCC2)C 4-amino-N-(4-(methoxymethyl)phenyl)-7-(1-methylcyclobutyl)-7H-pyrrolo[2,3-d]pyrimidine-5-carboxamide